BOC-DL-serine C(=O)(OC(C)(C)C)N[C@@H](CO)C(=O)O |r|